triisononyl phosphite P(OCCCCCCC(C)C)(OCCCCCCC(C)C)OCCCCCCC(C)C